N-(cis-3-((5-([1,2,4]triazolo[1,5-a]pyridin-6-yl)-4-methoxypyrrolo[2,1-f][1,2,4]triazin-2-yl)amino)-1-methylcyclobutyl)acetamide N=1C=NN2C1C=CC(=C2)C=2C=CN1N=C(N=C(C12)OC)NC1CC(C1)(C)NC(C)=O